N-[(2S)-2-[[2-chloro-5-(3,3-diethoxyprop-1-ynyl)pyrimidin-4-yl]amino]-3,3-dimethyl-butyl]carbamic acid tert-butyl ester C(C)(C)(C)OC(NC[C@H](C(C)(C)C)NC1=NC(=NC=C1C#CC(OCC)OCC)Cl)=O